C(\C=C\C(=O)O)(=O)O.C(C)N(C(C1=C(C=CC(=C1)F)OC1=C(N=CN=N1)N1CC2(CN(C2)C(C(C)C)C[C@@H](CN(C)CC)O)CC1)=O)C(C)C N-ethyl-2-((5-(2-((3x-S,5S)-6-(ethyl-(methyl)amino)-5-hydroxy-2-methylhex-3-yl)-2,6-diazaspiro[3.4]oct-6-yl)-1,2,4-triazin-6-yl)oxy)-5-fluoro-N-isopropylbenzamide fumarate